3-bromo-5-fluoro-anthranilic acid BrC1=C(C(C(=O)O)=CC(=C1)F)N